C(C1=CC=CC=C1)OC[C@@H]1[C@@](C1)(C1=NOC(N1)=C=O)N1C=CC2=CC(=CC=C12)[C@@H]1CC(OCC1)(C)C 1-((1S,2S)-2-((benzyloxy)methyl)-1-(5-carbonyl-4,5-dihydro-1,2,4-oxadiazol-3-yl)cyclopropyl)-5-((S)-2,2-dimethyltetrahydro-2H-pyran-4-yl)-1H-indole